(R)-N-(4-(chlorodifluoromethoxy)phenyl)-6-(3-fluoropyrrolidin-1-yl)-5-(2-isopropyl-2,4-dihydropyrazolo[3',4':3,4]cyclopenta[1,2-b]pyridin-7-yl)nicotinamide ClC(OC1=CC=C(C=C1)NC(C1=CN=C(C(=C1)C=1C=C2C(=NC1)CC=1C2=NN(C1)C(C)C)N1C[C@@H](CC1)F)=O)(F)F